(diphenyltriazinyl)[(biphenylyl)dibenzoselenophenyl]Benzene C1(=CC=CC=C1)C1=C(C(=NN=N1)C1=C(C=CC=C1)C1=C(C=CC=2[Se]C3=C(C21)C=CC=C3)C3=C(C=CC=C3)C3=CC=CC=C3)C3=CC=CC=C3